O=S1(CC(C=C1)N(C(=O)C=1C(NC2=C(C(=CC=C2C1)C1(CCC1)C)C(=O)N)=O)C1=CSC=C1)=O N-(1,1-dioxido-2,3-dihydrothiophen-3-yl)-7-(1-methylcyclobutyl)-2-oxo-N-(thiophen-3-yl)-1,2-dihydroquinoline-3,8-dicarboxamide